C(C1=CC=CC=C1)N1C[C@@H]([C@H](C1)C1=CC(=C(C=C1)Cl)Cl)C(=O)OC |o1:9,10| methyl (3R*,4S*)-1-benzyl-4-(3,4-dichlorophenyl)pyrrolidine-3-carboxylate